acetic acid (3,5,10,10-tetramethylspiro[5.5]undec-2-en-1-yl) ester CC1=CC(C2(C(C1)C)CCCC(C2)(C)C)OC(C)=O